C(C)O[Si](CCCC(C(=O)N)CCO)(OCC)OCC (3-triethoxysilyl-propyl)-4-hydroxybutyramide